C(C)C1=C2C(=NC(=C1)N1[C@@H](COCC1)C)N(N=C2)C2=NN(C=C2)COCC[Si](C)(C)C (R)-4-(4-ethyl-1-(1-((2-(trimethylsilyl)ethoxy)methyl)-1H-pyrazol-3-yl)-1H-pyrazolo[3,4-b]Pyridin-6-yl)-3-methylmorpholine